CCC1CS1 epithiobutane